tert-butyl 4-(methoxymethylidene)-2,2-dimethylpiperidine-1-carboxylate COC=C1CC(N(CC1)C(=O)OC(C)(C)C)(C)C